4-(aminomethyl)-6-(5-propylpyridin-3-yl)phthalazin NCC1=NN=CC2=CC=C(C=C12)C=1C=NC=C(C1)CCC